C(C)NS(=O)(=O)C=1C=C(C=2N(C1)C=CN2)OC N-ethyl-8-methoxyimidazo[1,2-a]pyridine-6-sulfonamide